ClC=1C(=NC=CC1C1=C(C(=CC=C1)C1=NC(=C(C=C1)CNC[C@@H]1NC(CC1)=O)OC)Cl)C1=CC(=C(CN2[C@@H](CCC2)C(=O)O)C=C1)OC (4-(3-chloro-4-(2-chloro-3-(6-methoxy-5-(((((R)-5-oxopyrrolidin-2-yl)methyl)amino)methyl)pyridin-2-yl)phenyl)pyridin-2-yl)-2-methoxybenzyl)-L-proline